ClC=1N=CC2=CC=C(C=C2C1)B1OC(C(O1)(C)C)(C)C 3-chloro-6-(4,4,5,5-tetramethyl-1,3,2-dioxaborolan-2-yl)isoquinoline